1-(2-(2-isopropylphenyl)-3-(2,3',5'-trichloro-2',6-difluoro-6'-hydroxy-[1,1'-biphenyl]-4-yl)-5,6-dihydroimidazo[1,2-a]pyrazin-7(8H)-yl)prop-2-en-1-one C(C)(C)C1=C(C=CC=C1)C=1N=C2N(CCN(C2)C(C=C)=O)C1C1=CC(=C(C(=C1)F)C1=C(C(=CC(=C1O)Cl)Cl)F)Cl